1-(3-{4-chloro-3-ethyl-1H-pyrrolo[2,3-b]pyridin-3-yl}phenyl)piperazin-2-one ClC1=C2C(=NC=C1)NCC2(CC)C=2C=C(C=CC2)N2C(CNCC2)=O